CC1=CC=2C3(C4=CC(=C(C=C4OC2C=C1N1CCCCC1)N1CCCCC1)C)NC(C1=CC=CC=C13)=O 2',7'-dimethyl-3',6'-di(piperidin-1-yl)spiro[isoindoline-1,9'-xanthen]-3-one